2-(m-bromophenyl)-2,3-dihydro-1-benzofuran-5-carbaldehyde BrC=1C=C(C=CC1)C1OC2=C(C1)C=C(C=C2)C=O